COC1=CC=C(C=C1)C(OC[C@@H]1[C@H]([C@H]([C@@H](O1)N1C(NC(C=C1)=O)=O)OC(F)(F)F)O)(C1=CC=CC=C1)C1=CC=C(C=C1)OC 1-((2R,3R,4R,5R)-5-((bis(4-methoxyphenyl)(phenyl)methoxy)methyl)-4-hydroxy-3-(trifluoro-methoxy)-tetrahydrofuran-2-yl)pyrimidine-2,4(1H,3H)-dione